C(C)(C)C1=CC=C(C=C1)[C@H](C)NC(=O)C1=CC=C2C(=C(N(C2=C1)C)C)CC=1C=C(OC(C(=O)O)C)C=CC1 2-(3-((6-(((S)-1-(4-isopropylphenyl)ethyl)carbamoyl)-1,2-dimethyl-1H-indol-3-yl)methyl)phenoxy)propanoic acid